4-((E)-2-(2,2-dimethyltetrahydro-2H-pyran-4-yl)vinyl)-5-methyl-1-((1S,2S)-2-methyl-1-(5-oxo-4,5-dihydro-1,2,4-oxadiazol-3-yl)cyclopropyl)-1H-pyrrole-2-carboxylic acid CC1(OCCC(C1)/C=C/C=1C=C(N(C1C)[C@@]1([C@H](C1)C)C1=NOC(N1)=O)C(=O)O)C